ClC=1C=NC=C(C1NC(C1=CC(=C(C=C1)OC(F)F)OCCCCCCCCCCCCN1CCC(CC1)C1=C2CN(C(C2=CC(=C1)F)=O)C1C(NC(CC1)=O)=O)=O)Cl N-(3,5-dichloropyridin-4-yl)-4-(difluoromethoxy)-3-((12-(4-(2-(2,6-dioxo-piperidin-3-yl)-6-fluoro-1-oxoisoindolin-4-yl)piperidin-1-yl)dodecyl)oxy)benzamide